1,3-dimethyl-cyanoacetylurea CN(C(=O)NC)C(CC#N)=O